1,3-dioxoisoindolin-2-yl acetyl-L-phenylalaninate C(C)(=O)N[C@@H](CC1=CC=CC=C1)C(=O)ON1C(C2=CC=CC=C2C1=O)=O